COC1=CC=C(C=C1)C=CC(=O)OC1=CC=CC=C1 phenyl 3-(4-methoxyphenyl)acrylate